O1CC(C1)NC1=CC=C2C=CNC(C2=C1)=O 7-(oxetan-3-ylamino)isoquinolin-1(2H)-one